6-bromo-4-(6,7-dimethoxy-3,4-dihydroisoquinolin-2(1H)-yl)quinazoline BrC=1C=C2C(=NC=NC2=CC1)N1CC2=CC(=C(C=C2CC1)OC)OC